sodium lauryl sulphate magnesium lauryl-sulphate C(CCCCCCCCCCC)OS(=O)(=O)[O-].[Mg+2].S(=O)(=O)(OCCCCCCCCCCCC)[O-].[Na+]